C(C)(C)(C)OC(=O)C(C(=O)O)(CCCC1=CC=CC=C1)O 2-(tert-Butoxycarbonyl)-2-hydroxy-5-phenylpentanoic acid